neodymium (1-methylheptyl) (1-methylheptyl) phosphonate P(OC(CCCCCC)C)(OC(CCCCCC)C)=O.[Nd]